ClC1=C(C(=CC=C1)Cl)CC(=O)NC1=CC(=NC=C1)N(C(C)=O)C1=CC=C(C=C1)C N-{4-[2-(2,6-dichlorophenyl)acetylamino]pyridin-2-yl}-N-(4-methylphenyl)acetamide